C1(CCCCC1)CCC1=CC2=C(S1)C1=CC=3C=CC4=C(SC(=C4)CCC4CCCCC4)C3C=C1C=C2 2,8-di(2-cyclohexylethyl)anthra[1,2-b:5,6-b']dithiophene